C(C1=CC=CC=C1)OC=1C=C(C=CC1OC)N1C(N([C@H](CC1)C)CC1=C2C(=CN(C2=CC=C1)CC(=O)N(C)C)Cl)=O (S)-2-(4-((3-(3-(benzyloxy)-4-methoxyphenyl)-6-methyl-2-oxotetrahydropyrimidin-1(2H)-yl)methyl)-3-chloro-1H-indol-1-yl)-N,N-dimethylacetamide